[3-(trifluoromethyl)tetrahydrofuran-3-yl]amine FC(C1(COCC1)N)(F)F